COC1=NC(=NC(=C1)OC)NC(=O)OC1=CC=CC=C1 phenyl 4,6-dimethoxy-2-pyrimidinecarbamate